N-(2-oxo-2-((4-phenylthiazol-2-yl)amino)ethyl)thiochroman-7-carboxamide 1,1-dioxide O=C(CNC(=O)C1=CC=C2CCCS(C2=C1)(=O)=O)NC=1SC=C(N1)C1=CC=CC=C1